tert-Butyl 4-{4-[1-(3-cyano-4-fluoro-1H-indol-7-yl)piperidin-4-yl]phenyl}piperazine-1-carboxylate C(#N)C1=CNC2=C(C=CC(=C12)F)N1CCC(CC1)C1=CC=C(C=C1)N1CCN(CC1)C(=O)OC(C)(C)C